CC(C)(C1=NNC=C1)NC(OC(C)(C)C)=O tert-Butyl N-[1-methyl-1-(1H-pyrazol-3-yl)ethyl]carbamate